OC[C@@H]1CN(CC1)C1=CC2=C(N(C(N2C)=O)C2C(N(C(CC2)=O)CC2=CC=C(C=C2)OC)=O)C=C1 3-(5-((S)-3-(hydroxymethyl)pyrrolidin-1-yl)-3-methyl-2-oxo-2,3-dihydro-1H-benzo[d]imidazol-1-yl)-1-(4-methoxybenzyl)piperidine-2,6-dione